[Si](C)(C)(C(C)(C)C)OCC(OC=1C=2N(C=C(C1)C=1N=NN(C1C)C1CCN(CC1)C(=O)OC(C)(C)C)N=CC2C#N)C=2C=NC=C(C2)C(F)(F)F tert-Butyl 4-[4-[4-[2-[tert-butyl(dimethyl)silyl]oxy-1-[5-(trifluoromethyl)-3-pyridyl]ethoxy]-3-cyano-pyrazolo[1,5-a]pyridin-6-yl]-5-methyl-triazol-1-yl]piperidine-1-carboxylate